C1(CC1)C1=NC2=C(C(N(C3=C(N=CC=C23)N)C)C)N1C 2-cyclopropyl-3,4,5-trimethyl-4,5-dihydro-3H-imidazo[4,5-c][1,7]naphthyridin-6-amine